C1(=C(C(=CC(=C1)C)C)C(C(=O)OC(C(C(C)OC(C1=CC=CC=C1)=O)CCCC)C)=O)C 3-butyl-2,4-pentanediol benzoate mesitylglyoxylate